BrC=1C(=C(C(=O)O)C=C(C1)C)C 3-bromo-2,5-dimethylbenzoic Acid